perfluorocyclobutene FC1=C(C(C1(F)F)(F)F)F